(6R)-2-(bromomethyl)-6-phenyl-4-toluenesulfonyl-morpholine BrCC1CN(C[C@H](O1)C1=CC=CC=C1)S(=O)(=O)CC1=CC=CC=C1